6-(4-((1H-indazol-5-yl)amino)pyrimidin-2-yl)-N-methyl-N-(pyridazin-4-yl)-1H-indole-2-carboxamide N1N=CC2=CC(=CC=C12)NC1=NC(=NC=C1)C1=CC=C2C=C(NC2=C1)C(=O)N(C1=CN=NC=C1)C